1-Hexyl-3-Methylpyridinium cyanid [C-]#N.C(CCCCC)[N+]1=CC(=CC=C1)C